9-(7-(2-amino-7-fluoro-benzo[d]thiazol-4-yl)-6-chloro-8-fluoro-2-(((2R,7aS)-2-fluorotetra-hydro-1H-pyrrolizin-7a(5H)-yl)methoxy)quinazolin-4-yl)-3,9-diazabicyclo[3.3.1]-nonan-7-ol NC=1SC2=C(N1)C(=CC=C2F)C2=C(C=C1C(=NC(=NC1=C2F)OC[C@]21CCCN1C[C@@H](C2)F)N2C1CNCC2CC(C1)O)Cl